S1C=NC2=C1C=CC=C2C=2C(=NC(=CC2)N)N 3-(1,3-Benzothiazol-4-yl)pyridine-2,6-diamine